5-((5-chloro-4-(cyclopentylamino)pyrimidin-2-yl)amino)-7-methylbenzo[c][1,2]oxaborol-1(3H)-ol ClC=1C(=NC(=NC1)NC1=CC2=C(B(OC2)O)C(=C1)C)NC1CCCC1